(S)-3-((S)-2-(2-((2-fluorophenyl)amino)-2-oxoacetamido)-4-methylpentanamido)-2-oxo-4-((S)-2-oxopyrrolidin-3-yl)butyl 4-(piperidin-1-yl)cyclohexane-1-carboxylate N1(CCCCC1)C1CCC(CC1)C(=O)OCC([C@H](C[C@H]1C(NCC1)=O)NC([C@H](CC(C)C)NC(C(=O)NC1=C(C=CC=C1)F)=O)=O)=O